N-((4-chlorophenyl)aminomethylthio)benzimidazole ClC1=CC=C(C=C1)NCSN1C=NC2=C1C=CC=C2